5-amino-4-methoxypyrimidin NC=1C(=NC=NC1)OC